2,2-difluoro-3-(4-fluoro-3-(4,4,5,5-tetramethyl-1,3,2-dioxaborolane-2-yl)phenoxy)propan-1-ol FC(CO)(COC1=CC(=C(C=C1)F)B1OC(C(O1)(C)C)(C)C)F